ClC1=CC=C2C(=NC=3N(C2=C1)C=NN3)N(C)C=3C=C(C=CC3)C3=CC=C(C=C3)C(C)(F)F 8-chloro-N-(4'-(1,1-difluoroethyl)-[1,1'-biphenyl]-3-yl)-N-methyl-[1,2,4]triazolo[4,3-a]quinazolin-5-amine